Cl.Cl.FC1=C(C=CC(=C1F)OC)C1=CN=C2N1C=CN=C2NC2=CC(=C(C(=O)N1CCN(CC1)C(=O)[C@H]1NC[C@@H](C1)O)C(=C2)F)F (4-(4-((3-(2,3-difluoro-4-methoxyphenyl)imidazo[1,2-a]pyrazin-8-yl)amino)-2,6-difluorobenzoyl)piperazin-1-yl)((2S,4R)-4-hydroxypyrrolidin-2-yl)methanone dihydrochloride